C1=CC=CC=2C=C(C3=C(C4=C(O3)C=CC=C4)C12)N benzo[b]naphtho[1,2-d]furan-6-Amin